1-(2-(2-fluorophenyl)-3-methyl-1H-indol-5-yl)-N-((4-methylpyrimidin-5-yl)methyl)methylamine hydrochloride Cl.FC1=C(C=CC=C1)C=1NC2=CC=C(C=C2C1C)CNCC=1C(=NC=NC1)C